5-(5-bromo-4-chloro-2-(difluoromethoxy)phenyl)-4-nitro-1-((2-(trimethylsilyl)ethoxy)methyl)-1H-pyrazole BrC=1C(=CC(=C(C1)C1=C(C=NN1COCC[Si](C)(C)C)[N+](=O)[O-])OC(F)F)Cl